4-(4-carboxycyclohexyl)cyclohexanecarboxylic acid C(=O)(O)C1CCC(CC1)C1CCC(CC1)C(=O)O